(E)-2-morpholino-N-(pyridin-4-yl)-9-((3-(trifluoromethyl)benzylidene)amino)-9H-purin-6-amine O1CCN(CC1)C1=NC(=C2N=CN(C2=N1)/N=C/C1=CC(=CC=C1)C(F)(F)F)NC1=CC=NC=C1